C(C1=CC=CC=C1)(=O)OC1=CC=C2C=3C=CC=CC3C=CC2=C1 phenanthren-7-yl benzoate